F[C@H]1[C@@H](CN(CC1)C(=O)OCC1=CC=CC=C1)OS(=O)(=O)C |r| (+/-)-(trans)-Benzyl 4-fluoro-3-((methylsulfonyl)oxy)piperidine-1-carboxylate